5-hydroxypentylphosphine OCCCCCP